N-(8-fluoro-2-methylimidazo[1,2-a]pyridin-6-yl)-5-(methyl(2,2,6,6-tetramethylpiperidin-4-yl)amino)pyrazine-2-carboxamide FC=1C=2N(C=C(C1)NC(=O)C1=NC=C(N=C1)N(C1CC(NC(C1)(C)C)(C)C)C)C=C(N2)C